1-(t-butyl) 2-methyl (2S,4R)-4-fluoropyrrolidin-1,2-dicarboxylate F[C@@H]1C[C@H](N(C1)C(=O)OC(C)(C)C)C(=O)OC